5-[8-fluoro-6-hydroxy-2-(3-hydroxybutyl)-1,2,3,4-tetrahydroisoquinolin-7-yl]-1λ6,2,5-thiadiazolidine-1,1,3-trione FC=1C(=C(C=C2CCN(CC12)CCC(C)O)O)N1CC(NS1(=O)=O)=O